10-methyl-9,10-dihydroacridine-9-thiocarboxylic acid 4-chlorophenyl ester ClC1=CC=C(C=C1)OC(=S)C1C2=CC=CC=C2N(C=2C=CC=CC12)C